N-(5-(((1s,4s)-4-(1H-imidazol-1-yl)cyclohexyl)oxy)-7-morpholino-1,6-naphthyridin-3-yl)acetamide N1(C=NC=C1)C1CCC(CC1)OC1=C2C=C(C=NC2=CC(=N1)N1CCOCC1)NC(C)=O